(S)-11-(aminomethyl)-9-bromo-4-ethyl-4-hydroxy-1,12-dihydro-14H-pyrano[3',4':6,7]indolizino[1,2-b][1,7]naphthyridine-3,14(4H)-dione NCC1=C2C(=NC=3C=NC(=CC13)Br)C1=CC3=C(C(N1C2)=O)COC([C@]3(O)CC)=O